((1R)-1-(3-((3-chlorophenyl)carbamoyl)-4,5-dihydroisoxazole-5-carboxamido)-3-methylbutyl)boronic acid ClC=1C=C(C=CC1)NC(=O)C1=NOC(C1)C(=O)N[C@@H](CC(C)C)B(O)O